C(C)OC(=O)C1=CC=2C3=CNN=C3C=CC2S1 2H-Thieno[3,2-e]indazole-7-carboxylic acid ethyl ester